N[C@@H]1CC[C@H](CC1)OC=1C=CC2=C(/C(/C(C=3C(=NC=NC23)N)(C)C)=N/OC)C1 (6E)-8-(trans-4-aminocyclohexyloxy)-6-methoxyimino-5,5-dimethyl-benzo[h]quinazolin-4-amine